ClC1=CC=C(COC2=CC(=C(C=O)C=C2)OCOC)C=C1 4-((4-chlorobenzyl)oxy)-2-(methoxymethoxy)benzaldehyde